ClC1=C(OC=2C=C3C(=NC2)N(C=N3)C)C=CC(=C1)[N+](=O)[O-] 6-(2-chloro-4-nitrophenoxy)-3-methyl-3H-imidazo[4,5-b]pyridine